1-amino-3-ethylamino-2-propanol NCC(CNCC)O